N1=CC(=CC2=CC=CC=C12)C1=CN(C=2N=CN=C(C21)N)COCC[Si](C)(C)C 5-(quinolin-3-yl)-7-((2-(trimethylsilyl)ethoxy)methyl)-7H-pyrrolo[2,3-d]pyrimidin-4-amine